FC=1C=2N(C=C(C1)C1=CNC=3N=C(N=C(C31)OC)NC3CCC1(OCCCO1)CC3)C=CN2 5-(8-fluoroimidazo[1,2-a]pyridin-6-yl)-4-methoxy-N-(1,5-dioxaspiro[5.5]undecan-9-yl)-7H-pyrrolo[2,3-d]pyrimidin-2-amine